C(CCCCC)C=1C=C(C(=C(C1)O)[C@H]1[C@@H](CCC(=C1)C)C(=C)C)O (1'R,2'R)-4-hexyl-5'-methyl-2'-(prop-1-en-2-yl)-1',2',3',4'-tetrahydro-[1,1'-biphenyl]-2,6-diol